4-[2-(p-methoxyphenoxy)ethyloxy]salicylic acid COC1=CC=C(OCCOC=2C=C(C(C(=O)O)=CC2)O)C=C1